Benzyl (2S,4S)-4-(2-((tert-butoxycarbonyl)amino)ethyl)-2-(tert-butyl)-5-oxooxazolidine-3-carboxylate C(C)(C)(C)OC(=O)NCC[C@@H]1N([C@@H](OC1=O)C(C)(C)C)C(=O)OCC1=CC=CC=C1